O([C@H]1[C@H](O)[C@@H](O)[C@@H](O)CO1)C1[C@H](O)[C@@H](O)[C@H](O)[C@H](O1)CO D-glucopyranosyl-(1→2) α-L-arabinopyranoside